C(C1=CC=CC=C1)OC=1C=C(C=CC1)C(CO)C1CC1 2-(3-(benzyloxy)phenyl)-2-cyclopropylethanol